[Cl-].[Cl-].[Zr+3].C[SiH](C)C(C(C(C)(C)C)(C)[N-]C1C=CC=C1)C dimethylsilyl-tetramethyl-cyclopentadienyl-tertiary butyl-amide zirconium dichloride